CN(C(OCC1=CC=CC=C1)=O)CCNC benzyl N-methyl-N-[2-(methylamino)ethyl]carbamate